NC1=C(C=C(C=N1)C=1C=C2N(N1)CCC21CN(C1)C(=O)NC(C)(C)C1=CC=C(C=C1)F)C#N 2'-(6-amino-5-cyanopyridin-3-yl)-N-[2-(4-fluorophenyl)propan-2-yl]-5',6'-dihydrospiro[azetidine-3,4'-pyrrolo[1,2-b]pyrazole]-1-carboxamide